N-ethyl-hexane-1,6-diamine C(C)NCCCCCCN